NCC1=CC=C(C=C1)OB(O)O.C(#C)C=1C=CC(=NC1)N1CCCCC1 5-ethynyl-2-(piperidin-1-yl)pyridine [4-(aminomethyl)phenyl]borate